(2S,3S,4R,5R)-3,4-dihydroxyl-N-methyl-5-(6-(((4-methylpyridin-2-yl)methyl)amino)-2-(pyridin-3-yl)-9H-purin-9-yl)tetrahydrofuran-2-formamide O[C@@H]1[C@H](O[C@H]([C@@H]1O)N1C2=NC(=NC(=C2N=C1)NCC1=NC=CC(=C1)C)C=1C=NC=CC1)C(=O)NC